2-(toluene-4-sulfonylmethyl)-acrylic acid CC1=CC=C(C=C1)S(=O)(=O)CC(C(=O)O)=C